4-(4-methoxyphenyl)-N-phenylthiazol-2-amine COC1=CC=C(C=C1)C=1N=C(SC1)NC1=CC=CC=C1